[Na+].C(CCCCCCCCCCCCC)C1=CC=C(O1)S(=O)(=O)[O-] 5-tetradecylfuran-2-sulfonic acid sodium salt